NC=1OC2(C(N1)=O)CC1=CC(=C(C=C1C2)C)C 2'-amino-5,6-dimethyl-1,3-dihydro-4'H-spiro[indene-2,5'-oxazol]-4'-one